BrC=1C=CC(=C(C1)C1=C(C=CC=C1)Cl)S(=O)(=O)N1CCC(CC1)(C(=O)N[C@@H](C)\C=C/S(=O)(=O)C)F (S,Z)-1-((5-bromo-2'-chloro-[1,1'-biphenyl]-2-yl)sulfonyl)-4-fluoro-N-(4-(methylsulfonyl)but-3-en-2-yl)piperidine-4-carboxamide